[N+](=O)([O-])C1=CC=C(C=C1)/C=C/C(=O)C1=CC=C(O[C@@H](C(=O)O)C)C=C1 (2R)-2-[4-[(E)-3-(4-Nitrophenyl)prop-2-enoyl]phenoxy]propanoic acid